N-(naphthalen-2-ylmethyl)-4-(phenylsulfonyl)-1-propionylpiperazine-2-carboxamide C1=C(C=CC2=CC=CC=C12)CNC(=O)C1N(CCN(C1)S(=O)(=O)C1=CC=CC=C1)C(CC)=O